BrCC(=O)C1=C(N(C(=C1)[C@H]1[C@@H](C1)CCC#N)C1=CC=C(C#N)C=C1)C 4-(3-(2-bromoacetyl)-5-((1R,2R)-2-(2-cyanoethyl)cyclopropyl)-2-methyl-1H-pyrrol-1-yl)benzonitrile